CN(CC(=O)O)CC(=O)O.B(OC)O methyl boronate methyliminodiacetate